(trans)-4-((2-chloropyrimidin-4-yl)amino)cyclohexane-1-ol ClC1=NC=CC(=N1)N[C@@H]1CC[C@H](CC1)O